2,6-dihydroxy-N-(isoxazol-3-ylmethyl)-N,5'-dimethyl-4-pentyl-1',2',3',4'-tetrahydro-[1,1'-biphenyl]-3-carboxamide OC1=C(C(=CC(=C1C(=O)N(C)CC1=NOC=C1)CCCCC)O)C1CCCC(=C1)C